C1(CC1)N1C(C[C@H](C1)CN1N=C2N=C(C=NC2=C1[C@@H](C)O)C1=C(C=C(C=C1C)C(F)(F)F)OCOCC)=O (R)-1-cyclopropyl-4-((6-(2-(ethoxymethoxy)-6-methyl-4-(trifluoromethyl)phenyl)-3-((R)-1-hydroxyethyl)-2H-pyrazolo[3,4-b]pyrazin-2-yl)methyl)pyrrolidin-2-one